3-(tert-butyl)-5-(3-chlorophenoxy)-N'-(2,4-dimethylbenzylidene)-1-methyl-1H-pyrazole-4-carbohydrazide C(C)(C)(C)C1=NN(C(=C1C(=O)NN=CC1=C(C=C(C=C1)C)C)OC1=CC(=CC=C1)Cl)C